7-fluoro-6-(2-methoxyethoxy)-2-methylquinoline FC1=C(C=C2C=CC(=NC2=C1)C)OCCOC